N4,6-dimethyl-N2-[7-(1-methyl-2,3,4,7-tetrahydroazepin-5-yl)-1,3-benzodioxol-5-yl]pyridine-2,4-diamine CNC1=CC(=NC(=C1)C)NC1=CC2=C(OCO2)C(=C1)C=1CCCN(CC1)C